5-hydroxy-2-azatricyclo[3.3.1.13,7]Decane OC12CC3NC(CC(C1)C3)C2